(2,4-di-tert-butylphenyl) phosphate P(=O)(OC1=C(C=C(C=C1)C(C)(C)C)C(C)(C)C)([O-])[O-]